O.CS(=O)(=O)O.CS(=O)(=O)O.CS(=O)(=O)N1CCN(CC1)CC1=CC=2C(=C(N=C(C2)C=2C=NC(=NC2)N)N2CCOCC2)S1 5-[2-[[4-(methylsulfonyl)-1-piperazinyl]methyl]-7-(4-morpholinyl)thieno[2,3-c]pyridine-5-yl]-2-pyrimidinamine dimethanesulfonate hydrate